2-(2-(cyclopropanesulfonamido)pyrimidin-4-yl)-2-methyl-N-(5-(6-(prop-1-en-2-yl)pyrazin-2-yl)pyridin-2-yl)propanamide C1(CC1)S(=O)(=O)NC1=NC=CC(=N1)C(C(=O)NC1=NC=C(C=C1)C1=NC(=CN=C1)C(=C)C)(C)C